tris-aminosilane N[SiH](N)N